C(C)(=O)N1C(CC2=C(C(=CC=C12)C1=CC=C(CNC(=O)C=2N=C3N(C=C(N=C3N3CCOCC3)C=3C=NC(=NC3)N)C2)C=C1)OCCC)C N-(4-(1-Acetyl-2-methyl-4-propoxyindolin-5-yl)benzyl)-6-(2-aminopyrimidin-5-yl)-8-morpholinoimidazo[1,2-a]pyrazine-2-carboxamide